(1S,4s)-4-(8-(2-chloro-4,6-difluorophenylamino)-2-((R)-tetrahydrofuran-3-ylamino)-9H-purin-9-yl)cyclohexanecarboxamide ClC1=C(C(=CC(=C1)F)F)NC=1N(C2=NC(=NC=C2N1)N[C@H]1COCC1)C1CCC(CC1)C(=O)N